ClC1=C(C=C(C=C1)C12CC(CC(CC1)N2C(=O)N)N2C(NC1=C2C=CC=C1C=1C=NC(=CC1)CO)=O)F (4-chloro-3-fluorophenyl)-3-{4-[6-(hydroxymethyl)pyridin-3-yl]-2-oxo-2,3-dihydro-1H-1,3-benzodiazol-1-yl}-(endo)-8-azabicyclo[3.2.1]octane-8-carboxamide